C(C)(C)(C)C=1C(=C(C=CC1OC)O)C(C)(C)C Di-tert.-Butyl-4-methoxyphenol